N-((4-((5-chloropyrimidin-2-yl)oxy)-3-methylphenyl)carbamoyl)-3-methoxybicyclo[1.1.1]pentane-1-carboxamide ClC=1C=NC(=NC1)OC1=C(C=C(C=C1)NC(=O)NC(=O)C12CC(C1)(C2)OC)C